BrC=1C=C2C(=NC(=NC2=CC1)NC1=CC(=CC(=C1)F)F)N[C@H](C)C1CC1 (R)-6-bromo-N4-(1-cyclopropylethyl)-N2-(3,5-difluorophenyl)quinazoline-2,4-diamine